CC(C)(CC)NCC(CO)O 3-[(2-methylbutan-2-yl)amino]propan-1,2-diol